6-bromo-4-methoxy-pyrazolo[1,5-a]pyridine-3-carbaldehyde BrC=1C=C(C=2N(C1)N=CC2C=O)OC